C1CC(=O)N(C1=O)OC(=O)ON2C(=O)CCC2=O bis(2,5-dioxopyrrolidin-1-yl)carbonate